5-bromo-3-{3-[(tert-butyldiphenylsilyl)oxy]-2,2-difluoropropyl}-2-iodo-1H-indole BrC=1C=C2C(=C(NC2=CC1)I)CC(CO[Si](C1=CC=CC=C1)(C1=CC=CC=C1)C(C)(C)C)(F)F